N-((2R,3R,4R,5R,6R)-2-(2-(2-(2-aminoethoxy)ethoxy)ethoxy)-4,5-dihydroxy-6-(hydroxymethyl)tetrahydro-2H-pyran-3-yl)acetamide NCCOCCOCCO[C@@H]1O[C@@H]([C@@H]([C@@H]([C@H]1NC(C)=O)O)O)CO